C(N)(OC(C=1C=NC(=CC1)C(F)(F)F)C1=NC=C(C=N1)C(O)C1=CNC2=NC=C(C=C21)Cl)=O {5-[(5-chloro-1H-pyrrolo[2,3-b]pyridin-3-yl) hydroxymethyl] pyrimidin-2-yl}-{[6-(trifluoromethyl) pyridin-3-yl] methyl} carbamate